(S)-8-((2,2-dimethyl-1,3-dioxolan-4-yl)methoxy)-6,6-dimethyl-3-(4,4,5,5-tetramethyl-1,3,2-dioxaborolan-2-yl)-5H-benzo[b]carbazol-11(6H)-one CC1(OC[C@@H](O1)COC=1C=CC2=C(C(C=3NC4=CC(=CC=C4C3C2=O)B2OC(C(O2)(C)C)(C)C)(C)C)C1)C